CC1=CC=C(CN2N=C3N([C@H](CN(C3)C(=O)OC(C)(C)C)C(=O)N3CCCC3)C2=O)C=C1 |r| tert-butyl (5RS)-2-(4-methylbenzyl)-3-oxo-5-(pyrrolidin-1-ylcarbonyl)-2,5,6,8-tetrahydro[1,2,4]triazolo[4,3-a]pyrazine-7(3H)-carboxylate